tert-butyl (1-(3-(methoxy(methyl)amino)-3-oxopropyl)cyclopropyl)carbamate CON(C(CCC1(CC1)NC(OC(C)(C)C)=O)=O)C